C1NCCC2=CC=CC=C12 1,2,3,4-Tetrahydroisoquinoline